1-[1-(4-{5-[5-Fluoro-6-(2-methoxyethoxy)-1H-indazol-3-yl]-1,2-oxazol-3-yl}benzoyl)azetidin-3-yl]piperidin-4-ol FC=1C=C2C(=NNC2=CC1OCCOC)C1=CC(=NO1)C1=CC=C(C(=O)N2CC(C2)N2CCC(CC2)O)C=C1